2-oxo-1-phenyl-1,2-dihydropyridine-3-carboxamide hydrochloride Cl.O=C1N(C=CC=C1C(=O)N)C1=CC=CC=C1